methyl 7-bromo-5-cyclopropylpyrazolo[1,5-a]pyridine-2-carboxylate BrC1=CC(=CC=2N1N=C(C2)C(=O)OC)C2CC2